1-vinyl-3-butylimidazolium 3-sulfopropyl-acrylate salt S(=O)(=O)([O-])CCCOC(C=C)=O.C(=C)N1C=[N+](C=C1)CCCC